NC1=C(C=C(C#N)C=C1C(C)C)C(C)C 4-amino-3,5-diisopropyl-benzonitrile